C(#N)C=1C=CC(=C2C=CC=NC12)N1C[C@@]2(C[C@@]2(C1)C(F)(F)F)C(=O)NCCC(C)N1CCOCC1 |o1:14,16| (1S,5R) or (1R,5S)-3-(8-cyanoquinolin-5-yl)-N-(cis-3-morpholinobutyl)-5-(trifluoromethyl)-3-azabicyclo[3.1.0]hexane-1-carboxamide